ethyl 1-((methylamino)methyl)cyclopentane-1-carboxylate CNCC1(CCCC1)C(=O)OCC